C(C)N(CCN(CC)CC)CC N,N,N',N'-Tetraethylethylenediamine